CC1=C(C=C(C=C1)C)CCC(=O)O 3-(2,5-dimethylphenyl)propanoic acid